COC1=CC=C(C=C1)C(OC[C@@H](CN1C(NC=CC1=O)=O)O[P@]1O[C@@H]([C@H]2N1CCC2)CS(=O)(=O)C2=CC=CC=C2)(C2=CC=CC=C2)C2=CC=C(C=C2)OC 3-((R)-3-(bis(4-methoxyphenyl)(phenyl)methoxy)-2-(((1S,3S,3aS)-3-((phenylsulfonyl)methyl)tetrahydro-1H,3H-pyrrolo[1,2-c][1,3,2]oxazaphosphol-1-yl)oxy)propyl)pyrimidine-2,4(1H,3H)-dione